CNCCCNC(=NC(C)C)NC(C)C 1-(3-methylaminopropyl)-2,3-diisopropylguanidine